diethyl (5-hydroxy-6-methoxybenzo[d]thiazole-2-yl)methylphosphonate OC=1C(=CC2=C(N=C(S2)CP(OCC)(OCC)=O)C1)OC